N6-((2-((2-methyl-2-azabicyclo[2.2.1]heptan-5-yl)methoxy)pyridin-4-yl)methyl)isoquinoline-1,6-diamine CN1C2CC(C(C1)C2)COC2=NC=CC(=C2)CNC=2C=C1C=CN=C(C1=CC2)N